N,N-dimethyl-1-(6-(3-methyl-1H-pyrrolo[2,3-b]pyridin-5-yl)chroman-8-yl)ethan-1-amine CN(C(C)C=1C=C(C=C2CCCOC12)C=1C=C2C(=NC1)NC=C2C)C